N-(4-(N-(3,4-dichloro-1H-indol-7-yl)sulfamoyl)phenyl)-N-propyl-piperazine-1-sulfonamide ClC1=CNC2=C(C=CC(=C12)Cl)NS(=O)(=O)C1=CC=C(C=C1)N(S(=O)(=O)N1CCNCC1)CCC